tert-butyl (2S,3aS,6aS)-2-{[(1S)-1-cyano-2-{4'-cyano-3-fluoro-[1,1'-biphenyl]-4-yl}ethyl]carbamoyl}-hexahydro-2H-cyclopenta[b]pyrrole-1-carboxylate C(#N)[C@H](CC1=C(C=C(C=C1)C1=CC=C(C=C1)C#N)F)NC(=O)[C@@H]1C[C@H]2[C@@H](N1C(=O)OC(C)(C)C)CCC2